barium sulfate salt S(=O)(=O)([O-])[O-].[Ba+2]